FC(C1=C(C=NC=C1)B(O)O)(F)F 4-(TRIFLUOROMETHYL)PYRIDINE-3-BORONIC ACID